ClN(S(=O)(=O)C1=CC=C(C=C1)CC)Cl N,N-dichloro-p-ethylbenzenesulfonamide